COC(=O)C1=CC=C2C(C(N(C2=C1)C)=O)(C(F)(F)F)O 3-hydroxy-1-methyl-2-oxo-3-(trifluoromethyl)indoline-6-carboxylic acid methyl ester